Para-methylphenyl vinyl sulfone C(=C)S(=O)(=O)C1=CC=C(C=C1)C